2-[7-[(3,5-difluoro-2-pyridyl)methyl]-2-azaspiro[3.5]nonane-2-carbonyl]-2,5-diazaspiro[3.4]octan-6-one FC=1C(=NC=C(C1)F)CC1CCC2(CN(C2)C(=O)N2CC3(C2)NC(CC3)=O)CC1